N-methoxy-N-methyl-3-phenylpyridine-2-carboxamide CON(C(=O)C1=NC=CC=C1C1=CC=CC=C1)C